Cl.N1(CCNCC1)N1CCN(CC1)N(CCC)CCC 4-1-piperazinyl-propyl-piperazinyl-propylamine HCl salt